C(C)(C)OC1=CC=C(CNC(=O)C=2SC(=CC2)S(=O)(=O)C)C=C1 N-(4-isopropoxybenzyl)-5-(methylsulfonyl)thiophene-2-carboxamide